7-{7-[(3S,4S)-3-fluoro-2,2,6,6-tetramethylpiperidin-4-yl]-6,7-dihydro-5H-pyrrolo[2,3-c]pyridazin-3-yl}-2-methylquinoxalin-6-ol F[C@@H]1C(NC(C[C@@H]1N1CCC2=C1N=NC(=C2)C2=C(C=C1N=CC(=NC1=C2)C)O)(C)C)(C)C